(3R,5R,8R,9R,10S,13S,14S)-3-hydroxy-3,13-dimethyl-1,2,4,5,6,7,8,9,10,11,12,14,15,16-tetradecahydrocyclopenta[a]phenanthren-17-one O[C@@]1(CC[C@@H]2[C@H]3CC[C@@]4(C(CC[C@H]4[C@@H]3CC[C@@H]2C1)=O)C)C